4-(3-chloro-2-fluoro-6-methoxyphenyl)-N-(5-(2-(dimethylamino)-1,1-difluoro-2-oxoethyl)-1,3,4-thiadiazol-2-yl)-6-methylnicotinamide ClC=1C(=C(C(=CC1)OC)C1=CC(=NC=C1C(=O)NC=1SC(=NN1)C(C(=O)N(C)C)(F)F)C)F